C1(CC1)S(=O)(=O)NC(C)(C)C=1N=NN(C1)[C@H](C(=O)N1[C@@H](C[C@H](C1)O)C(=O)NC)C(C)(C)C (2S,4r)-1-[(2S)-2-[4-[1-(cyclopropylsulfonylamino)-1-methyl-ethyl]triazol-1-yl]-3,3-dimethyl-butyryl]-4-hydroxy-N-methyl-pyrrolidine-2-carboxamide